N-(1-methylpiperidin-4-yl)-3-(4-((1-methylpiperidin-4-yl)amino)quinazolin-6-yl)-1H-pyrrolo[2,3-b]pyridine-5-carboxamide CN1CCC(CC1)NC(=O)C=1C=C2C(=NC1)NC=C2C=2C=C1C(=NC=NC1=CC2)NC2CCN(CC2)C